(R)-3-(2-isopropoxyphenyl)-1-((S)-tetrahydro-2H-pyran-3-yl)piperazine C(C)(C)OC1=C(C=CC=C1)[C@@H]1CN(CCN1)[C@@H]1COCCC1